3-methyl-2-({(3R,6R)-6-methyl-1-[(2-phenoxyphenyl)carbonyl]piperidin-3-yl}oxy)pyridine-4-carbonitrile CC=1C(=NC=CC1C#N)O[C@H]1CN([C@@H](CC1)C)C(=O)C1=C(C=CC=C1)OC1=CC=CC=C1